C[NH+](CCCCCCCCCCCC)C dimethyllauryl-ammonium